C(C)C1(NC(N(C(C1)=O)CC1C(C1C(=O)N[C@H]1C[C@@H](OC2=CC=CC=C12)C(F)(F)F)(C)C)=N)CC 3-[(4,4-diethyl-2-imino-6-oxo-hexahydropyrimidin-1-yl)methyl]-2,2-dimethyl-N-[(2R,4S)-2-(trifluoromethyl)chroman-4-yl]cyclopropanecarboxamide